O.O.P(=O)(O)(O)[O-].[Na+] Sodium dihydrogenphosphate di-hydrate